[Ce].C(=O)=O carbon dioxide Cerium